C(C=C)N(S(=O)(=O)C=C)[C@H]1CN(CCC1)CC1=CC(=NC=C1)C(=O)NC1=CC=C(C=C1)C1=CC2=C(N=CN=C2N2CCS(CC2)(=O)=O)N1COCC[Si](C)(C)C (R)-4-((3-(N-allylvinylsulfonamido)piperidin-1-yl)methyl)-N-(4-(4-(1,1-dioxidothiomorpholino)-7-((2-(trimethylsilyl)ethoxy)methyl)-7H-pyrrolo[2,3-d]pyrimidin-6-yl)phenyl)picolinamide